ClC=1C=C(C=C(C1)C=1C=NC=CC1)C=1C=C2C(=NN=C(C2=CC1)NCC1=C(C=C(C=C1)OC)OC)C 6-(3-CHLORO-5-PYRIDIN-3-YLPHENYL)-N-[(2,4-DIMETHOXYPHENYL)METHYL]-4-METHYLPHTHALAZIN-1-AMINE